N-(3,5-Dimethoxyphenyl)-N-[3-(3-methoxypyridin-2-yl)propyl]-3-(1-methylpyrazol-4-yl)quinoxalin-6-amine COC=1C=C(C=C(C1)OC)N(C=1C=C2N=C(C=NC2=CC1)C=1C=NN(C1)C)CCCC1=NC=CC=C1OC